3-(4-((6-aminohexanamido)methyl)piperidine-1-carboxamido)-N-(2,3-dihydro-1H-inden-2-yl)pyrazine-2-carboxamide dihydrochloride Cl.Cl.NCCCCCC(=O)NCC1CCN(CC1)C(=O)NC=1C(=NC=CN1)C(=O)NC1CC2=CC=CC=C2C1